(4-(5,7-dimethoxy-4-oxo-3,4-dihydro-quinazolin-2-yl)-2,6-dimethyl-phenoxy) ethylmethanesulfonate C(C)CS(=O)(=O)OOC1=C(C=C(C=C1C)C1=NC2=CC(=CC(=C2C(N1)=O)OC)OC)C